5-methyl-4-[3-(2-methylthiazol-5-yl)-7,8-dihydro-5H-1,6-naphthyridin-6-yl]furo[2,3-d]pyrimidine CC1=COC=2N=CN=C(C21)N2CC=1C=C(C=NC1CC2)C2=CN=C(S2)C